ClC1=CC=C(C=C1)[C@H](C(F)(F)F)N(S(=O)(=O)C=1C=NN(C(C1)=O)C1COC1)CC (R)-N-(1-(4-chlorophenyl)-2,2,2-trifluoroethyl)-N-ethyl-1-(oxetan-3-yl)-6-oxo-1,6-dihydropyridazine-4-sulfonamide